N(=[N+]=[N-])CCOCCOCCOC1=CC=C(C=C1)C1C(NC(CC1)=O)=O 3-(4-(2-(2-(2-azidoethoxy)ethoxy)ethoxy)phenyl)piperidine-2,6-dione